FC(CN1C(=NC=2C1=NC(=CC2)C=2C=CN1N=C(N=CC12)N[C@@H]1C[C@@H](C1)OC)C)F 5-(3-(2,2-Difluoroethyl)-2-methyl-3H-imidazo[4,5-b]pyridin-5-yl)-N-(cis-3-methoxycyclobutyl)pyrrolo[2,1-f][1,2,4]triazin-2-amine